C(#N)[C@@H]1C[C@H](N(C1)C(=O)OC(C)(C)C)C(=O)OC(C)(C)C Di-tert-butyl (2S,4R)-4-cyanopyrrolidine-1,2-dicarboxylate